(5S,6S)-2-Amino-6-((S)-5H-imidazo[5,1-a]isoindol-5-yl)-5,6,7,8-tetrahydrochinolin-5-ol NC1=NC=2CC[C@H]([C@@H](C2C=C1)O)[C@@H]1N2C(C3=CC=CC=C13)=CN=C2